N-methyl-1-(2-oxo-1,3-dihydro-benzimidazol-5-yl)-2-(trifluoromethyl)benzimidazole-5-carboxamide CNC(=O)C1=CC2=C(N(C(=N2)C(F)(F)F)C2=CC3=C(NC(N3)=O)C=C2)C=C1